(1R)-7-methoxy-1-methyl-2,3,4,9-tetrahydro-1H-pyrido[3,4-b]indole COC1=CC=C2C3=C(NC2=C1)[C@H](NCC3)C